ClC1=CC=C2C(=C(NC2=C1Cl)CC(=O)[O-])I 2-(6,7-dichloro-3-iodo-1H-indol-2-yl)acetate